(2S,4R)-4-fluoro-N-(6-(pentyloxy)pyridin-2-yl)pyrrolidine-2-carboxamide hydrochloride Cl.F[C@@H]1C[C@H](NC1)C(=O)NC1=NC(=CC=C1)OCCCCC